2-amino-4-hydroxy-6-oxo-1,6-dihydropyridine NC=1NC(C=C(C1)O)=O